lithium 9,10-diphenylanthracene-2-sulfonate 9,10-diphenylanthracene-2-sulfonate C1(=CC=CC=C1)C=1C2=CC=CC=C2C(=C2C=CC(=CC12)S(=O)(=O)[O-])C1=CC=CC=C1.C1(=CC=CC=C1)C=1C2=CC=CC=C2C(=C2C=CC(=CC12)S(=O)(=O)O)C1=CC=CC=C1.[Li+]